7-chlorokynurenate C1=CC2=C(C=C1Cl)NC(=CC2=O)C(=O)O